OC=1C=C(C=CC1O)C(C(=O)O)=C 2-(3,4-dihydroxyphenyl)acrylic acid